C(C)=C1CC2=CC=CC3=CC=CC1=C23 Ethylideneacenaphthene